C(C)OC(CCCCCC)=O enanthic acid ethyl ester